5-[4-amino-5-(trifluoromethyl)pyrrolo[2,1-f][1,2,4]triazin-7-yl]-N-[(3S,4S)-1-benzoyl-4-methylpyrrolidin-3-yl]-2-methoxypyridine-3-carboxamide NC1=NC=NN2C1=C(C=C2C=2C=C(C(=NC2)OC)C(=O)N[C@@H]2CN(C[C@@H]2C)C(C2=CC=CC=C2)=O)C(F)(F)F